N-(5-phenyl-1H-indol-3-yl)-3,4-dihydroisoquinoline-2(1H)-carboxamide C1(=CC=CC=C1)C=1C=C2C(=CNC2=CC1)NC(=O)N1CC2=CC=CC=C2CC1